C(C)(C)(C)OC(=O)N1[C@H](CN(CC1)C1=C(C(=CC=C1[N+](=O)[O-])OC1=CC=CC=C1)C(F)(F)F)CNOCC1=CC=CC=C1 (2R)-2-{[(benzyloxy)amino]Methyl}-4-[6-nitro-3-phenoxy-2-(trifluoromethyl)phenyl]Piperazine-1-carboxylic acid tert-butyl ester